4,4,8-trimethyl-2-(pyridin-2-ylmethyl)-N-[(2S)-tetrahydrofuran-2-ylmethyl]-4,5-dihydro-2H-furo[2,3-g]indazole-7-carboxamide CC1(C2=CN(N=C2C2=C(C1)OC(=C2C)C(=O)NC[C@H]2OCCC2)CC2=NC=CC=C2)C